C(C)(C)(C)OC(=O)N1CCC(CC1)(C(=O)O)CCOC 1-(tert-butoxycarbonyl)-4-(2-methoxyethyl)piperidin-4-carboxylic acid